(5-methyl-4,5,6,7-tetrahydrothiazolo[5,4-c]pyridin-2-yl)methanone CN1CC2=C(CC1)N=C(S2)C=O